3-[4,4-bis-(4-fluorophenyl)-2-oxo-imidazolidin-1-yl]-1-methyl-1-(2-oxo-2-pyridin-2-yl-ethyl)-pyrrolidinium FC1=CC=C(C=C1)C1(NC(N(C1)C1C[N+](CC1)(CC(C1=NC=CC=C1)=O)C)=O)C1=CC=C(C=C1)F